racemic-1-amino-2-propanol NC[C@@H](C)O |r|